triethylene glycol bis[3-(3-tert-butyl-4-hydroxyphenyl) propionate] C(C)(C)(C)C=1C=C(C=CC1O)CCC(=O)OCCOCCOCCOC(CCC1=CC(=C(C=C1)O)C(C)(C)C)=O